N5-(1-(3-Oxomorpholino)piperidin-4-yl)-1-(tetrahydro-2H-pyran-4-yl)-1H-pyrazole-3,5-dicarboxamide O=C1COCCN1N1CCC(CC1)NC(=O)C1=CC(=NN1C1CCOCC1)C(=O)N